FC1=CC=C(OC2CC(C2)C(=O)NC2=CC(=C(C=C2)OC2=NC=C(C=C2)F)C)C=C1 3-(4-fluorophenoxy)-N-(4-((5-fluoropyridin-2-yl)oxy)-3-methylphenyl)cyclobutane-1-carboxamide